2-isocyanatomethyl-2-(3-isocyanatopropyl)-6-(2-isocyanatoethyl)-bicyclo[2.2.1]-heptane N(=C=O)CC1(C2C(CC(C1)C2)CCN=C=O)CCCN=C=O